[Zn].C(C)(=O)ON(CCN(OC(C)=O)OC(C)=O)OC(C)=O.[Na].[Na] disodium ethylenediamine tetraacetate zinc salt